FC1=C(C=CC(=C1)N1N=C(C=C1)CO)NC1=NC=C2C=CC(=NC2=C1)N(C1CCN(CC1)C(=O)OC(C)(C)C)CC=1C=NN(C1)C1OCCCC1 tert-butyl 4-[[7-([2-fluoro-4-[3-(hydroxymethyl)pyrazol-1-yl]phenyl]amino)-1,6-naphthyridin-2-yl]([[1-(oxan-2-yl)pyrazol-4-yl]methyl])amino]piperidine-1-carboxylate